N1(C=NC=C1)C1=CC=CC=C1N1C=NC=C1 1,6-di(1H-imidazol-1-yl)benzene